benzyl ((S)-1-(((S)-1-(((S)-1-amino-1-oxo-3-((S)-2-oxopiperidin-3-yl)propan-2-yl)amino)-3-cyclopropyl-1-oxopropan-2-yl)amino)-3-(naphthalen-1-yl)-1-oxopropan-2-yl)carbamate NC([C@H](C[C@H]1C(NCCC1)=O)NC([C@H](CC1CC1)NC([C@H](CC1=CC=CC2=CC=CC=C12)NC(OCC1=CC=CC=C1)=O)=O)=O)=O